3-benzyl-2-ethynyl-9-methyl-4H,6H-thieno[2,3-e][1,2,4]triazolo[3,4-c][1,4]oxazepine C(C1=CC=CC=C1)C1=C(SC=2N3C(COCC21)=NN=C3C)C#C